C(#N)C1=C[C@@](CC(C1=O)(C)C)(C)N(C(C1=CC=C(C=C1)C1=NOC(=N1)C)=O)C N-[(1S)-3-cyano-1,5,5-trimethyl-4-oxocyclohex-2-en-1-yl]-N-methyl-4-(5-methyl-1,2,4-oxadiazol-3-yl)benzamide